N-benzyl-2-(2-chlorobenzyl)-8-methyl-4,5-dihydro-2H-furo[2,3-g]indazole-7-carboxamide C(C1=CC=CC=C1)NC(=O)C1=C(C2=C(CCC3=CN(N=C23)CC2=C(C=CC=C2)Cl)O1)C